C(C)N(CC)CC.S(=O)(=O)=O sulfur trioxide triethylamine salt